3-cyclopropyl-4-(trifluoromethyl)-1-((2-(trifluoromethyl)tetrahydrofuran-3-yl)methyl)-1H-pyrazole-5-carboxylic acid C1(CC1)C1=NN(C(=C1C(F)(F)F)C(=O)O)CC1C(OCC1)C(F)(F)F